(S)-N-(1-amino-3-hydroxy-1-oxopropan-2-yl)-2-methyl-5-((2-methylthiazol-5-yl)methoxy)benzofuran NC(C(CO)N1[C@@H](SC(=C1)COC=1C=CC2=C(C=C(O2)C)C1)C)=O